4-bromo-1-(bromomethyl)-2-methyl-benzene BrC1=CC(=C(C=C1)CBr)C